(R)-{4-[(E)-3-phenyl-2-propenyl]-7-azabicyclo[2.2.1]hept-1-yl}(m-fluorophenyl)methanol C1(=CC=CC=C1)/C=C/CC12CCC(CC1)(N2)[C@H](O)C2=CC(=CC=C2)F